(1S,3'R,4'S,5'S,6'R)-6'-Methyl-6-(4-isopropyl-benzyl)-3',4',5',6'-tetrahydro-3H-spiro-[isobenzofuran-1,2'-pyran]-3',4',5'-triol C[C@@H]1[C@H]([C@@H]([C@H]([C@]2(O1)OCC1=CC=C(C=C12)CC1=CC=C(C=C1)C(C)C)O)O)O